C(=O)C=1N=CN(C1C(=O)OC)CC1=CC=C(C=C1)OC methyl 4-formyl-1-[(4-methoxyphenyl)methyl]-1H-imidazole-5-carboxylate